ONC(=O)C1=NC=C(C=C1)C1=NC2=CC=C3C(=C2C=2CCCCC12)C(=NN3)C N-hydroxy-5-(1-methyl-8,9,10,11-tetrahydro-3H-pyrazolo[4,3-a]phenanthridin-7-yl)pyridineamide